N-[4-({[tert-butyl(dimethyl)silyl]oxy}methyl)-3-(trifluoromethyl)phenyl]-1-(4-fluorophenyl)-3-methyl-1H-pyrazole-4-carboxamide [Si](C)(C)(C(C)(C)C)OCC1=C(C=C(C=C1)NC(=O)C=1C(=NN(C1)C1=CC=C(C=C1)F)C)C(F)(F)F